2-{methyl[2-(1-methyl-1H-imidazol-4-yl)-5H,6H,7H-cyclopenta[d]pyrimidin-4-yl]amino}-N-[1-(trifluoromethyl)cyclopropyl]acetamide CN(CC(=O)NC1(CC1)C(F)(F)F)C=1C2=C(N=C(N1)C=1N=CN(C1)C)CCC2